BrC1=CC(=CC=2C(C3=CC=CC=C3C(C12)=O)=O)S(=O)(=O)O 4-bromoanthraquinone-2-sulfonic acid